C1(CC1)CN1C(=CC=2C1=NC=CC2)C2=NC1=C(N2C2CN(C2)S(=O)(=O)C(F)(F)F)C(=CC(=C1)C(=O)N1C2CCC(C1)C2N)OC 2-{2-[1-(cyclopropylmethyl)-1H-pyrrolo[2,3-b]pyridin-2-yl]-7-methoxy-1-(1-trifluoromethanesulfonylazetidin-3-yl)-1H-1,3-benzodiazole-5-carbonyl}-2-azabicyclo[2.2.1]heptan-7-amine